3-(benzyloxy)-2-bromo-5-chloropyridine C(C1=CC=CC=C1)OC=1C(=NC=C(C1)Cl)Br